FC1(CCC2=C1N=C(N=C2C=2C=C1CC[C@@]3(C1=CC2)NC(NC3=O)=O)N3[C@H]([C@@H](C3)O)C)F (S)-5'-(7,7-difluoro-2-((2S,3R)-3-hydroxy-2-methylazetidin-1-yl)-6,7-dihydro-5H-cyclopenta[d]pyrimidin-4-yl)-2',3'-dihydrospiro[imidazolidine-4,1'-indene]-2,5-dione